4-[(3-methyl-4-{[1,2,4]triazolo[1,5-a]pyridin-7-yloxy}phenyl)amino]pyrido[3,2-d]pyrimidin-6-yl-(piperazin-1-yl)prop-2-en-1-one CC=1C=C(C=CC1OC1=CC=2N(C=C1)N=CN2)NC=2C1=C(N=CN2)C=CC(=N1)C(C(=O)N1CCNCC1)=C